CN(C(=S)S[Zn]SC(N(C)C)=S)C bis(dimethylcarbamothioylsulfanyl)zinc